[4-(6-amino-4-methoxy-pyridazin-3-yl)-piperidin-1-yl]-[4-methoxy-5-(4-trifluoromethyl-phenoxy)-pyridin-2-yl]-methanone NC1=CC(=C(N=N1)C1CCN(CC1)C(=O)C1=NC=C(C(=C1)OC)OC1=CC=C(C=C1)C(F)(F)F)OC